3'-fluoro-2'-(2-fluoro-3-(methylsulfonyl)phenyl)-5',6-dimethyl-2H-[1,4'-bipyridin] FC=1C(=NC=C(C1N1CC=CC=C1C)C)C1=C(C(=CC=C1)S(=O)(=O)C)F